CN1C2=CC=CC=C2C=2C=C(C=CC12)NC1=NN2C(=NC=CC2=N1)C1=CC(=C(C(=C1)OC)OC)OC 9-methyl-N-(5-(3,4,5-trimethoxyphenyl)-[1,2,4]triazolo[1,5-c]pyrimidin-2-yl)-9H-carbazole-3-amine